ClC1=C(C=CC=C1)CC(=O)NC1=CC(=C(C=C1)C=1C=NNC1)S(N)(=O)=O 2-(2-Chlorophenyl)-N-[4-(1H-pyrazol-4-yl)-3-sulfamoylphenyl]acetamide